methyl 3-[[3-(5-chloro-2-hydroxy-4-methyl-phenyl)benzoyl]amino]propan-oate ClC=1C(=CC(=C(C1)C=1C=C(C(=O)NCCC(=O)OC)C=CC1)O)C